NC[C@](CC(=O)O)(C)O |r| (±)-4-Amino-3-hydroxy-3-methyl-butanoic acid